BrC1=C(C=CC=C1)N1C=NC(=C1)C(=O)N 1-(2-bromophenyl)-1H-imidazole-4-carboxamide